4-bromo-N-(2-(4,4-difluorocyclohexyl)-6-methylpyrimidin-4-yl)-2-(6-azaspiro[2.5]oct-6-yl)benzamide BrC1=CC(=C(C(=O)NC2=NC(=NC(=C2)C)C2CCC(CC2)(F)F)C=C1)N1CCC2(CC2)CC1